CSCC1=NC=CN=C1 (methylsulfanylmethyl)pyrazine